2,4-dihydroxy-N,5-diisopropyl-N-(pyridin-4-yl)benzamide OC1=C(C(=O)N(C2=CC=NC=C2)C(C)C)C=C(C(=C1)O)C(C)C